1-((2-Amino-9-((2R,3R,5S)-3-hydroxy-5-(hydroxymethyl)tetrahydrofuran-2-yl)-6,8-dioxo-1,6,8,9-tetrahydro-7H-purin-7-yl)methyl)cyclopropan NC=1NC(C=2N(C(N(C2N1)[C@@H]1O[C@@H](C[C@H]1O)CO)=O)CC1CC1)=O